tert-butyl (2S)-4-[7-bromo-6-chloro-8-fluoro-2-[[(2S)-pyrrolidin-2-yl]methoxy]quinazolin-4-yl]-2-(cyanomethyl)piperazine-1-carboxylate BrC1=C(C=C2C(=NC(=NC2=C1F)OC[C@H]1NCCC1)N1C[C@@H](N(CC1)C(=O)OC(C)(C)C)CC#N)Cl